COC(=O)C1=CC(=NO1)OCC=C.C(C=C)OC1=NOC(=C1)C(CBr)=O 1-(3-allyloxyisoxazol-5-yl)-2-bromo-ethanone Methyl-3-allyloxyisoxazole-5-carboxylate